(9Z,12Z)-octadeca-9,12-dien-1-yl oleate C(CCCCCCC\C=C/CCCCCCCC)(=O)OCCCCCCCC\C=C/C\C=C/CCCCC